2-(4,6-bis(2,4-dimethylphenyl)-1,3,5-triazin-2-yl)-5-[(n-octyl)oxy]-phenol CC1=C(C=CC(=C1)C)C1=NC(=NC(=N1)C1=C(C=C(C=C1)C)C)C1=C(C=C(C=C1)OCCCCCCCC)O